C1(CC1)N1C(=NC2=C(C=C(C=C2C1=O)F)C(C)=N[S@](=O)C(C)(C)C)[C@@H]1OCCC1 (R)-N-(1-(3-cyclopropyl-6-fluoro-4-oxo-2-((R)-tetrahydrofuran-2-yl)-3,4-dihydroquinazolin-8-yl)ethylidene)-2-methylpropane-2-sulfinamide